rac-3-(2,4-dimethylbenzenesulfonyl)-8-[(3R,5S)-3,4,5-trimethylpiperazin-1-yl]-4H,5H-[1,2,3]triazolo[1,5-a]quinazolin-5-one CC1=C(C=CC(=C1)C)S(=O)(=O)C=1N=NN2C1NC(C1=CC=C(C=C21)N2C[C@H](N([C@H](C2)C)C)C)=O |r|